C(C)(C)(C)OC(=O)N([C@@H]1C[C@@H](N(CC1)C(=O)OCC1=CC=CC=C1)C1=CC=C(C=C1)F)C benzyl (2R,4S)-4-((tert-butoxycarbonyl)(methyl)amino)-2-(4-fluorophenyl)piperidine-1-carboxylate